N-(5,6-dichloro-9-(1-(tetrahydro-2H-pyran-2-yl)-1H-pyrazol-4-yl)-2,3-dihydro-1H-pyrrolo[1,2-a]indol-1-yl)methanesulfonamide ClC1=C(C=CC=2C(=C3N(C12)CCC3NS(=O)(=O)C)C=3C=NN(C3)C3OCCCC3)Cl